BrC=1C=CC=2N(C1)C=C(N2)C2(CC2)F 6-bromo-2-(1-fluorocyclopropyl)imidazo[1,2-a]pyridine